4-pyridinyl-6-(trifluoromethyl)pyridine-2-carboxamide N1=C(C=CC=C1)C1=CC(=NC(=C1)C(F)(F)F)C(=O)N